2-dimethylamino-1-phenyl-3-cyclohexen CN(C1C(CCC=C1)C1=CC=CC=C1)C